(E)-3-(4-(8-((1R,3s,5S)-8-azabicyclo[3.2.1]octan-3-yl)-6-methyl-5-oxo-5,6,7,8-tetrahydropyrimido[4,5-c]pyridazin-3-yl)-3-hydroxyphenyl)-N-methylacrylamide [C@H]12CC(C[C@H](CC1)N2)N2CN(C(C1=C2N=NC(=C1)C1=C(C=C(C=C1)/C=C/C(=O)NC)O)=O)C